4-(2'-Fluoro-4',5'-dimethoxy-[1,1'-biphenyl]-3-yl)-1,2-oxaborolan-2-ol FC1=C(C=C(C(=C1)OC)OC)C1=CC(=CC=C1)C1CB(OC1)O